CN(C)C(CCCCCCCCC)CCCCCCCCCCC\C=C/CCCCCCCC (22Z)-N,N-dimethylhentriacont-22-en-10-ylamine